COC(C(C(C)=O)C1=CC(=C(C=C1)C#N)F)=O 2-(4-Cyano-3-fluorophenyl)-3-oxobutanoic acid methyl ester